Cl.N[C@@H]1CC[C@H](OC1)CN1CCC2(CN(C2)C2=NC=NC=C2OC2=C(C(=O)N(C(C)C)C3CC(C3)(F)F)C=C(C=C2)F)CC1 2-((4-(7-(((2S,5R)-5-aminotetrahydro-2H-pyran-2-yl)methyl)-2,7-diazaspiro[3.5]nonan-2-yl)pyrimidin-5-yl)oxy)-N-(3,3-difluorocyclobutyl)-5-fluoro-N-isopropylbenzamide hydrochloride